NCCCNCCNCCC#N 3-[2-(3-aminopropylamino)ethylamino]-propionitrile